tert-butyl (3-hydroxy-2-methyl-1-(methylamino)-1-oxopropan-2-yl)carbamate OCC(C(=O)NC)(C)NC(OC(C)(C)C)=O